CS(=O)CCCC(=O)O 4-(methylsulfinyl)butanoic acid